ClC1=C(C=CC=C1)[C@@H]([C@H](C)C=1N(C(C(=C(N1)C(=O)NC=1C=NOC1)O)=O)C)C=1C=NN(C1)CC1COC1 2-((1S,2S)-1-(2-chlorophenyl)-1-(1-(oxetan-3-ylmethyl)-1H-pyrazol-4-yl)propan-2-yl)-5-hydroxy-N-(isoxazol-4-yl)-1-methyl-6-oxo-1,6-dihydropyrimidine-4-carboxamide